COC1=CC=C(C=C1)N1C=NC2=C1C=CC(=C2)N2CCCCC2 1-(4-methoxyphenyl)-5-(piperidin-1-yl)-1H-benzo[d]Imidazole